The molecule is a 2-carboxyacyl CoA(5-) arising from deprotonation of phosphate, diphosphate and carboxylic acid functions of 2-carboxypalmitoyl-CoA; major species at pH 7.3. It is a conjugate base of a 2-carboxypalmitoyl-CoA. CCCCCCCCCCCCCCC(C(=O)[O-])C(=O)SCCNC(=O)CCNC(=O)[C@@H](C(C)(C)COP(=O)([O-])OP(=O)([O-])OC[C@@H]1[C@H]([C@H]([C@@H](O1)N2C=NC3=C(N=CN=C32)N)O)OP(=O)([O-])[O-])O